N1C=C(C2=CC=CC=C12)CC1C(N(C(N1)=S)C)=O 5-(1H-indol-3-ylmethyl)-3-methyl-2-sulfanylideneimidazolidin-4-one